C(#N)C1=CC(=C(COC2=CC=CC(=N2)N2N=C3C(=C2)CN(C3)CC3=NC2=C(N3CC3(COC3)OC)C=C(C=C2)C(=O)O)C=C1)F 2-((2-(6-((4-cyano-2-fluorobenzyl)oxy)pyridin-2-yl)-2,6-dihydropyrrolo[3,4-c]pyrazol-5(4H)-yl)methyl)-1-((3-methoxyoxetan-3-yl)methyl)-1H-benzo[d]imidazole-6-carboxylic acid